silane 3-(trimethoxysilyl)propyl-methacrylate Tert-butyl-(R)-6-methyl-3-(4-(methylcarbamoyl)phenyl)-4-oxo-2-thioxo-2,3,4,5,6,8-hexahydropyrido[3,4-d]pyrimidine-7(1H)-carboxylate C(C)(C)(C)OC(=O)N1CC=2NC(N(C(C2C[C@H]1C)=O)C1=CC=C(C=C1)C(NC)=O)=S.CO[Si](CCCOC(C(=C)C)=O)(OC)OC.[SiH4]